C[N+]1(C2CCC1CC(C2)OC(=O)C(C3=CC=CC=C3)O)C.[Br-] The molecule is an organic bromide salt and an azabicycloalkane. It has a role as a muscarinic antagonist, an anti-ulcer drug and an antispasmodic drug.